1-(4-(chloromethyl)phenyl)-1H-pyrazole ClCC1=CC=C(C=C1)N1N=CC=C1